4-chloro-1-(3-(pyrrolidin-1-ylmethyl)benzyl)-1H-imidazo[4,5-c][1,8]naphthyridin-2(3H)-one ClC1=NC=2N=CC=CC2C2=C1NC(N2CC2=CC(=CC=C2)CN2CCCC2)=O